COC(C(C1=C(C=CC=C1)NC1=C(C=CC=C1Cl)Cl)N1C=CC2=C1N=CN=C2C=2C=NN(C2)C2(CN(C2)S(=O)(=O)CC)CC#N)=O Methyl(4-(1-(3-(cyanomethyl)-1-(ethylsulfonyl)azetidin-3-yl)-1H-pyrazol-4-yl)-7H-pyrrolo[2,3-d]pyrimidin-7-yl)2-(2-((2,6-dichlorophenyl)amino)phenyl)acetate